3-[3-Fluoro-4-[(2-methylimidazol-1-yl)methyl]phenyl]-5-isobutyl-thiophene-2-sulfonamide FC=1C=C(C=CC1CN1C(=NC=C1)C)C1=C(SC(=C1)CC(C)C)S(=O)(=O)N